1-[4-[2-(4-amino-5-[3-methoxy-4-[(6-methylpyridin-2-yl)oxy]phenyl]-7-(propan-2-yl)-7H-pyrrolo[2,3-d]pyrimidin-6-yl)ethynyl]-4-methylpiperidin-1-yl]prop-2-en-1-one NC=1C2=C(N=CN1)N(C(=C2C2=CC(=C(C=C2)OC2=NC(=CC=C2)C)OC)C#CC2(CCN(CC2)C(C=C)=O)C)C(C)C